ClC=1N=C(C2=C(N1)C=C(S2)CN2CCC(CC2)N(C(C)=O)C)N2CCOCC2 N-(1-((2-chloro-4-morpholinothieno[3,2-d]pyrimidin-6-yl)methyl)piperidin-4-yl)-N-methylacetamide